butyl 6-oxo-2-azaspiro[3.3]heptane-2-carboxylate O=C1CC2(CN(C2)C(=O)OCCCC)C1